Cl.C12CNCC2C1 3-azabicyclo-[3.1.0]-hexane hydrochloride